(3-isopropenyl-2,2-dimethylcyclobutyl) methyl-carboxylate CC(=O)OC1C(C(C1)C(=C)C)(C)C